C(CCCCCCC\C=C/CCCCCCCC)(=O)OC(C(O)C(O)C(C)=O)C(C)=O diacetyl-glycerol monooleate